C1(=CC=C(C=C1)C(=O)Cl)C1=CC=C(C=C1)C(=O)Cl [1,1'-biphenyl]-4,4'-dicarboxylic acid chloride